N-(4-amino-1,3-dihydro-furo[3,4-c]pyridin-7-yl)-2-(2-(benzo[d]thiazol-5-yl)-5-(trifluoromethyl)piperidin-1-yl)-2-oxoacetamide NC1=NC=C(C2=C1COC2)NC(C(=O)N2C(CCC(C2)C(F)(F)F)C=2C=CC1=C(N=CS1)C2)=O